Pyrido[3,4-f][1,4]Azoxepan-8(6H)-carboxylic acid tert-butyl ester C(C)(C)(C)OC(=O)C=1C=C2C(COCCN2)CN1